4-ETHYNYL-BENZOIC ACID C(#C)C1=CC=C(C(=O)O)C=C1